Ethyl 5-(N-(2-((2-chloro-N-(furan-2-ylmethyl) benzoylamino) methyl)-4-(piperidin-1-yl) phenyl)-N-ethylsulfamoyl)-3-methylbenzofuran-2-carboxylate ClC1=C(C(=O)N(CC=2OC=CC2)CC2=C(C=CC(=C2)N2CCCCC2)N(S(=O)(=O)C=2C=CC3=C(C(=C(O3)C(=O)OCC)C)C2)CC)C=CC=C1